C(C(=O)O)(=O)O.CN(CCCNCC1=CC=C(C=C1)C=1N=C(C2=C(N1)N(C=C2)C2=CC=CC=C2)C=2SC(=CC2)CNCCCN(C)C)C 2-{4-[(3-Dimethylaminopropyl)aminomethyl]phenyl}-4-{5-[(3-dimethylaminopropyl)aminomethyl]thien-2-yl}-7-phenyl-7H-pyrrolo[2,3-d]pyrimidine oxalate